1-((3R,4R)-3-(4-bromobenzyloxy)-4-(4-(pyridin-3-yl)-1H-1,2,3-triazol-1-yl)pyrrolidin-1-yl)prop-2-en-1-one BrC1=CC=C(CO[C@@H]2CN(C[C@H]2N2N=NC(=C2)C=2C=NC=CC2)C(C=C)=O)C=C1